ClC1=C(C=CC=C1)CC(=O)NC1=CC(=NC=C1)N(C(C)=O)C1=CC(=C(C(=C1)F)OC)F N-{4-[2-(2-chlorophenyl)acetylamino]pyridin-2-yl}-N-(3,5-difluoro-4-methoxyphenyl)acetamide